O1COC2=C1C=CC(=C2)C2=NC=C(C=C2N2CCC(CC2)C#N)CCCOC 1-(2-(Benzo[d][1,3]dioxol-5-yl)-5-(3-methoxypropyl)pyridin-3-yl)piperidine-4-carbonitrile